COC(C(CCC(CC#N)NC(=O)OCC1=CC=CC=C1)(C1=CC=CC=C1)C1=CC=CC=C1)=O 5-(((benzyloxy)carbonyl)amino)-6-cyano-2,2-diphenylhexanoic acid methyl ester